COC1=C(C=C(C(=C1)C)OC)CC(CC)NCC1=C(C=CC=C1)OC 1-(2,5-dimethoxy-4-methyl-phenyl)-N-[(2-methoxyphenyl)methyl]Butan-2-amine